(R)-7-(4-fluoro-2-(4-(2-(trifluoromethyl)benzoyl)-1H-pyrrol-2-yl)-1H-benzo[d]imidazol-6-yl)hexahydroimidazo[1,5-a]pyrazin-3(2H)-one FC1=CC(=CC=2NC(=NC21)C=2NC=C(C2)C(C2=C(C=CC=C2)C(F)(F)F)=O)N2C[C@@H]1N(CC2)C(NC1)=O